ClC1=C(C=C(C=C1)C(F)(F)F)NC(=O)C1=C(N=C(S1)N(C(=O)C1(CC1)C(=O)N)C1=CC=C(C=C1)F)C(F)(F)F N-(5-((2-chloro-5-(trifluoromethyl)phenyl)carbamoyl)-4-(trifluoromethyl)thiazol-2-yl)-N-(4-fluorophenyl)cyclopropane-1,1-dicarboxamide